CNC1=C(C=C(C(=C1)O)NC)O 1,4-dimethylamino-2,5-dihydroxybenzene